FC=1C(=C(C=CC1)C1N=C(NC(=C1C(=O)OCC)C)C=1SC=C(N1)C)C ethyl 4-(3-fluoro-2-methylphenyl)-6-methyl-2-(4-methylthiazol-2-yl)-1,4-dihydropyrimidine-5-carboxylate